CS(=O)(=O)CC1CN(C1)C=1C=CC(=C2C=C(N=CC12)N)C(C)C 8-[3-(methanesulfonylmeth-yl)azetidin-1-yl]-5-(propan-2-yl)isoquinolin-3-amine